Cl.ClC1=C(C=CC=C1Cl)N1CCN(CC1)CC[C@@H]1CC[C@H](CC1)NC(=O)N(C)C trans-N-{4-[2-[4-(2,3-dichlorophenyl)piperazin-1-yl]ethyl]cyclohexyl}-N',N'-dimethylurea hydrochloride